tert-butyl 5,6,6a,7,9,10-hexahydro-8H-pyrazino[1,2-a]pyrido[3,2-e]pyrazine-8-carboxylate N1=CC=CC=2NCC3N(C21)CCN(C3)C(=O)OC(C)(C)C